tri-propyl-methyl-ammonium chloride [Cl-].C(CC)[N+](C)(CCC)CCC